FC=1C=C(C=C(C1)F)[C@@H]1CCN2N1C(C1(C2)CCN(CC1)C1=CC(=NC=N1)C(=O)NC)=O (S)-6-(7'-(3,5-difluorophenyl)-1'-oxodihydro-1'H,3'H,5'H-spiro[piperidine-4,2'-pyrazolo[1,2-a]pyrazol]-1-yl)-N-methylpyrimidine-4-carboxamide